C(=O)OC(C(=O)O)C 2-(FORMYLOXY)PROPANOIC ACID